1-methyl-3-((E)-2-((1R,2R)-2-(p-tolyl)cyclopropyl)vinyl)benzene CC1=CC(=CC=C1)\C=C\[C@@H]1[C@@H](C1)C1=CC=C(C=C1)C